C(C)C(CN1C(=C(C(C2=C(C=C(C=C12)OC1OCCCC1)OC1OCCCC1)=O)OC1OCCCC1)C1=CC=C(C=C1)OC1OCCCC1)CCCC N-(2-ethylhexyl)-2-(4-tetrahydropyranyloxyphenyl)-3,5,7-tritetrahydropyranyloxyquinolin-4-one